Cl.NC1CC(C1)C(=O)N1CCN(CC1)C(=O)C1=C(C=C(C=C1)NC=1C=2N(C=CN1)C(=CN2)C2=CC=C(C=C2)OC(F)F)C [4-(3-aminocyclobutanecarbonyl)piperazin-1-yl]-[4-[[3-[4-(difluoromethoxy)phenyl]imidazo[1,2-a]pyrazin-8-yl]amino]-2-methyl-phenyl]methanone hydrochloride